ClC1=C(C(=[N+](C=C1)[O-])C)OC 4-Chloro-3-methoxy-2-methyl-1-oxido-pyridin-1-ium